ethyl 2-[4-(bromoacetyl) phenoxy]-2-methyl-propanoate BrCC(=O)C1=CC=C(OC(C(=O)OCC)(C)C)C=C1